ClC1=CC=C(CN2CC(CCC2)C2=CC=NC=3N2N=C(C3CNCC=C)C)C=C1 N-((7-(1-(4-Chlorobenzyl)piperidin-3-yl)-2-methylpyrazolo[1,5-a]pyrimidin-3-yl)methyl)prop-2-en-1-amine